C[Si](C)(C)SCCC[Si](OC)(OC)OC (trimethylsilyl)[3-(trimethoxysilyl)propyl]sulfide